N1CCN=CC2=C1C=CC=C2 1,3-dihydro-1,4-benzodiazepin